2-hydroxypropan-2-ylthiazole-5-sulfonimidamide OC(C)(C)C=1SC(=CN1)S(=O)(N)=N